CC1=CC=C(C(=O)OC[C@H]2O[C@]([C@H]3[C@@H]2OC(O3)(C)C)(N3C(NC(C=C3)=O)=O)C#N)C=C1 [(3aR,4R,6R,6aR)-4-cyano-4-(2,4-dioxopyrimidin-1-yl)-2,2-dimethyl-6,6a-dihydro-3aH-furo[3,4-d][1,3]dioxol-6-yl]methyl 4-methylbenzoate